(S)-2-iodo-5-(2-fluorophenyl)-6,7-dihydro-5H-pyrrolo[1,2-b][1,2,4]triazole IC=1N=C2N(N1)[C@@H](CC2)C2=C(C=CC=C2)F